OC=1C=C2C(=NC1)C(=CS2)C2CCN(CC2)C(=O)OC(C)(C)C tert-butyl 4-(6-hydroxythieno[3,2-b]pyridin-3-yl)piperidine-1-carboxylate